BrC=1C=C2C(=NC1)NN=C2C(C)C 5-bromo-3-isopropyl-1H-pyrazolo[3,4-b]pyridine